NC1=C(C(=O)NC2=NN(C(=C2)C2CC2)C)C=CC=C1 2-amino-N-(5-cyclopropyl-1-methyl-1H-pyrazol-3-yl)benzamide